C(C)(C)(C)OC(=O)N[C@H](C(=O)O)CNC(=O)OCCCCCCCCCCCCCCCC (S)-2-((tert-butoxycarbonyl)amino)-3-(((hexadecyl-oxy)carbonyl)amino)propanoic acid